Tert-butyl 4-(4,4-difluoropiperidin-1-yl)-2-(4-(2-hydroxyethylsulfonamido)-2-(6-azaspiro[2.5]octan-6-yl)benzoylamino)-5H-pyrrolo[3,4-d]pyrimidine-6(7H)-carboxylate FC1(CCN(CC1)C=1C2=C(N=C(N1)NC(C1=C(C=C(C=C1)NS(=O)(=O)CCO)N1CCC3(CC3)CC1)=O)CN(C2)C(=O)OC(C)(C)C)F